Methyl 2-[2-(3-chlorophenyl)-5-methyl-1-piperidyl]-2-oxo-acetate ClC=1C=C(C=CC1)C1N(CC(CC1)C)C(C(=O)OC)=O